rac-(3R,4R)-4-tert-butoxycarbonylamino-1-(2-methyl-cyclopentyl)-piperidine-3-carboxylic acid methyl ester COC(=O)[C@@H]1CN(CC[C@H]1NC(=O)OC(C)(C)C)C1C(CCC1)C |r|